2-({(3R,6R)-1-[(2-fluoro-6-pyrimidin-2-ylphenyl)carbonyl]-6-methylpiperidin-3-yl}oxy)pyridine-4-carbonitrile FC1=C(C(=CC=C1)C1=NC=CC=N1)C(=O)N1C[C@@H](CC[C@H]1C)OC1=NC=CC(=C1)C#N